(4-nitro-3-(piperazin-1-yl)phenyl)methanol (2S,3R)-Methyl-2-Benzamidomethyl-3-Hydroxybutyrate C[C@@](C(=O)OCC1=CC(=C(C=C1)[N+](=O)[O-])N1CCNCC1)([C@@H](C)O)CNC(C1=CC=CC=C1)=O